C(C)OC(=O)C=1OC2=C(C1C)C=C(C=C2)S(N(CC)C2=C(C=C(C=C2)Cl)CN(C(=O)C=2OC=CC2)CC=2OC=CC2)(=O)=O.C(CCCCCCC\C=C/CCCCCCCC)(=O)OC(CN(C)C)COC(CCCCCCC\C=C/CCCCCCCC)=O 2,3-dioleoyloxy-1-(dimethylamino)propane ethyl-5-(N-(4-chloro-2-((N-(furan-2-ylmethyl)furan-2-carboxamido)methyl)phenyl)-N-ethylsulfamoyl)-3-methylbenzofuran-2-carboxylate